C(C)(C)(C)OC(=O)N1C(=NC2=C1C=C(C(=C2OC2=CC=CC=C2)F)F)CN2C(C(=CC=C2)NC([C@H](CC\C=C\C(=O)N(C)C)NC(=O)OC)=O)=O tert-Butyl-(S,E)-2-((3-(7-(dimethylamino)-2-((methoxycarbonyl)amino)-7-oxohept-5-enamido)-2-oxopyridin-1(2H)-yl)methyl)-5,6-difluoro-4-phenoxy-1H-benzo[d]imidazol-1-carboxylat